ASPARTYL-GLYCIN N[C@@H](CC(=O)O)C(=O)NCC(=O)O